C1(=CC=CC=C1)S(=O)(=O)C=1C=CC(=NC1)CNC(=O)C1=CC=2C=NC=CC2N1 N-{[5-(benzenesulfonyl)pyridin-2-yl]methyl}-1H-pyrrolo[3,2-c]pyridine-2-carboxamide